4-(7-fluoro-1-oxo-1,2,3,4-tetrahydroisoquinolin-2-yl)benzoic acid FC1=CC=C2CCN(C(C2=C1)=O)C1=CC=C(C(=O)O)C=C1